Cl.FCCN 2-fluoroethylamine hydrochloride